FC(SC1=C(C=CC=C1)C1=CC=CC=C1)(F)F 2-(trifluoromethylthio)biphenyl